(1S,2S)-1,2-diphenylethylene glycol C1(=CC=CC=C1)[C@@H]([C@H](C1=CC=CC=C1)O)O